(1S,2S)-ethyl 2-(1-(2-((tert-butoxycarbonyl)imino)-4,4-diethyl-6-oxotetrahydropyrimidin-1(2H)-yl)-3-methoxypropyl)cyclopropanecarboxylate C(C)(C)(C)OC(=O)N=C1N(C(CC(N1)(CC)CC)=O)C(CCOC)[C@@H]1[C@H](C1)C(=O)OCC